{[1-(9H-fluorene-9-yl)-3,6-dioxo-4,7-diaza-2-oxooctane-8-yl]oxy}acetic acid C1=CC=CC=2C3=CC=CC=C3C(C12)CC(C(NCC(NCOCC(=O)O)=O)=O)=O